tris[1-phenyl-3-(trifluoroacetyl)quinolin-2(1H)-one-4-yloxy]Europium (III) C1(=CC=CC=C1)N1C(C(=C(C2=CC=CC=C12)O[Eu](OC1=C(C(N(C2=CC=CC=C12)C1=CC=CC=C1)=O)C(C(F)(F)F)=O)OC1=C(C(N(C2=CC=CC=C12)C1=CC=CC=C1)=O)C(C(F)(F)F)=O)C(C(F)(F)F)=O)=O